CC1=CC=C(C=C1)S(=O)O.N1=CC=CC=C1 pyridine p-toluenesulfinate